2-methyl-propan-2-amine CC(C)(C)N